4-(3-(3-(difluoromethoxy)benzoyl)-6-(3,5-dimethylisoxazol-4-yl)-1H-pyrrolo[3,2-b]pyridin-1-yl)picolinic acid FC(OC=1C=C(C(=O)C2=CN(C=3C2=NC=C(C3)C=3C(=NOC3C)C)C3=CC(=NC=C3)C(=O)O)C=CC1)F